BrC1=CC(=CC=2C=C(OC21)C=2SC(=C(N2)C)C(=O)O)OC(C)C 2-(7-bromo-5-isopropoxy-benzofuran-2-yl)-4-methylthiazole-5-carboxylic acid